BrC1=CC=C2C3(CC=4C(=NOC4C2=C1)N(S(=O)(=O)C1=C(C=CC=C1)OC)CC[Si](C)(C)C)CC3 N-(8'-bromo-4'H-spiro[cyclopropane-1,5'-naphtho[2,1-d]isoxazol]-3'-yl)-2-methoxy-N-(2-(trimethylsilyl)ethyl)benzenesulfonamide